N1N=C1C1=CC=CC=C1CO DiazirineBenzyl Alcohol